BrC=1C(=C(C(=O)NCCN2C[C@@H](CC2)O)C=CC1)C (R)-3-bromo-N-(2-(3-hydroxypyrrolidin-1-yl)ethyl)-2-methylbenzamide